CC(C#N)(C)C1=NC(=NC(=C1)N1[C@@H](COCC1)C)C1=C2C(=NC=C1)NC=C2 2-methyl-2-[6-[(3R)-3-methylmorpholin-4-yl]-2-[1H-pyrrolo[2,3-b]pyridin-4-yl]pyrimidin-4-yl]propionitrile